COC1=C(C(=CC(=C1)C=C)OC)O 2,6-dimethoxy-4-vinyl-phenol